FC1(CC(C(CC1)C1=NC=CC(=C1N)C1=C(C=CC(=C1)F)F)C)F 2-(anti-4,4-difluoro-2-methylcyclohexyl)-4-(2,5-difluorophenyl)pyridin-3-amine